N-[4-[(6,7-dimethoxy-1,5-naphthyridin-4-yl)oxy]-3-fluorophenyl]-1-ethyl-5-(4-fluorophenyl)-6-methyl-4-oxopyridine-3-carboxamide COC=1N=C2C(=CC=NC2=CC1OC)OC1=C(C=C(C=C1)NC(=O)C1=CN(C(=C(C1=O)C1=CC=C(C=C1)F)C)CC)F